(methacryloxymethyl)(methyl)ethyldimethoxysilane C(C(=C)C)(=O)OCCO[Si](OC)(CC)C